3-(1-cyclopropylpyrazol-4-yl)-1-methyl-5-(4,4,5,5-tetramethyl-1,3,2-dioxaborolan-2-yl)pyridin-2-one C1(CC1)N1N=CC(=C1)C=1C(N(C=C(C1)B1OC(C(O1)(C)C)(C)C)C)=O